2,3-dimethyl-7-(2-(2-methylpyridin-4-yl)tetrahydro-2H-pyran-4-yl)-5-(6-(trifluoromethyl)pyridin-3-yl)pyrido[4,3-d]pyrimidin-4(3H)-one CC=1N(C(C2=C(N1)C=C(N=C2C=2C=NC(=CC2)C(F)(F)F)C2CC(OCC2)C2=CC(=NC=C2)C)=O)C